4-(2-((4-((2-(4-methylpiperazin-1-yl)ethyl)amino)quinazolin-2-yl)amino)ethyl)benzonitrile CN1CCN(CC1)CCNC1=NC(=NC2=CC=CC=C12)NCCC1=CC=C(C#N)C=C1